FC1([C@@H](CN(C1)C)NC1=NN2C(C(=N1)OC)=C(C(=C2)F)C=2C=CC1=C(N(N=N1)[C@H](C(F)F)C)C2)F N-((R)-4,4-difluoro-1-methylpyrrolidin-3-yl)-5-(1-((S)-1,1-difluoropropan-2-yl)-1H-benzo[d][1,2,3]triazol-6-yl)-6-fluoro-4-methoxypyrrolo[2,1-f][1,2,4]triazin-2-amine